O.S(=O)(=O)(O)O.[Mo](=O)=O molybdenum (iv) oxide sulfate hydrate